3-acetyl-7-{[4-(2-methylaminophenyl)pyrimidin-2-yl]amino}-4-morpholino-2H-benzopyran-2-one C(C)(=O)C=1C(OC2=C(C1N1CCOCC1)C=CC(=C2)NC2=NC=CC(=N2)C2=C(C=CC=C2)NC)=O